rac-N-((4R,5R)-3-(bromomethyl)-7-ethyl-4-(4-fluorophenyl)-6-oxo-1-phenyl-4,5,6,7-tetrahydro-1H-pyrazolo[3,4-b]pyridin-5-yl)-3-(trifluoromethyl)benzamide BrCC1=NN(C=2N(C([C@@H]([C@@H](C21)C2=CC=C(C=C2)F)NC(C2=CC(=CC=C2)C(F)(F)F)=O)=O)CC)C2=CC=CC=C2 |r|